3-(1H-Pyrazol-4-yl)pyrazolo[1,5-a]pyrimidin N1N=CC(=C1)C=1C=NN2C1N=CC=C2